CN(C1=CC=C(C=C1)\N=N\C1=CC=CC=C1)C N,N-Dimethyl-4-[(E)-phenyldiazenyl]aniline